ClC1=C(CCC2=C(C(=O)O)C=C(C=C2)C#N)C=CC(=C1)C(F)(F)F (2-chloro-4-(trifluoromethyl)phenethyl)-5-cyanobenzoic acid